NCCCCCN[C@@H](CC(=O)O)C(=O)O 5-aminopentyl-aspartic acid